C(C)(C)(C)OC([C@H](CC=1SC=C(N1)C=1OC=C(N1)C=1SC=C(N1)C(=O)OCC)NC(=O)OC(C)(C)C)=O ethyl (S)-2-(2-(2-(3-(tert-butoxy)-2-((tert-butoxycarbonyl)amino)-3-oxopropyl)thiazol-4-yl)oxazol-4-yl)thiazole-4-carboxylate